FC=1C(=CC(=C(C1)N1CCC2(CC(C2)C=O)CC1)OC)[C@@H]1[C@@H](CCC2=CC(=CC=C12)O)C1=CC=CC=C1 7-(5-fluoro-4-((1R,2R)-6-hydroxy-2-phenyl-1,2,3,4-tetrahydronaphthalen-1-yl)-2-methoxyphenyl)-7-azaspiro[3.5]nonane-2-carbaldehyde